(S,E)-N7-(1-((4-Isobutyl-1H-benzo[d]imidazol-2-yl)methyl)-2-oxo-1,2-dihydropyridin-3-yl)-N1,N1-dimethyl-6-(oxazol-2-carboxamido)hept-2-endiamid C(C(C)C)C1=CC=CC=2NC(=NC21)CN2C(C(=CC=C2)NC([C@H](CC/C=C/C(=O)N(C)C)NC(=O)C=2OC=CN2)=O)=O